ClCCCC(=O)C1=CC=C(C=C1)C(C)(C)C 4-chloro-1-(4-tert-butylphenyl)-1-butanone